tert-butyl 5-bromo-2-(1-(tert-butoxy carbonyl) piperidin-4-yl)-6-isopropyl-4H-pyrrolo[2,3-d]thiazole-4-carboxylate BrC1=C(C2=C(N=C(S2)C2CCN(CC2)C(=O)OC(C)(C)C)N1C(=O)OC(C)(C)C)C(C)C